C1(=CC=CC=C1)CC(=O)C1=CC=CC=C1 2-phenyl-acetophenone